ClC1=NC=C(C(=C1)N1CCC(CC1)CCN(C)C)C=1C=NN(C1)C1CCOCC1 2-(1-(2-chloro-5-(1-(tetrahydro-2H-pyran-4-yl)-1H-pyrazol-4-yl)pyridin-4-yl)piperidin-4-yl)-N,N-dimethylethan-1-amine